methyl (2S)-2-[(tert-butoxycarbonyl)(methyl)amino]hept-6-enoate C(C)(C)(C)OC(=O)N([C@H](C(=O)OC)CCCC=C)C